N-[(4,6-dimethyl-3-pyridyl)methyl]-3,4-dimethyl-pyrimido[4',5':4,5]thieno[2,3-c]pyridazin-8-amine hydrochloride Cl.CC1=C(C=NC(=C1)C)CNC1=NC=NC2=C1SC=1N=NC(=C(C12)C)C